COC(C(CC)(Cl)Cl)=O Methyl-2,2-dichlorobutyrat